2-[4-[(7-chloroquinoline-4-yl)amino]pentylamino]ethanol ClC1=CC=C2C(=CC=NC2=C1)NC(CCCNCCO)C